S(=O)(=O)(O)O.BrC=1C(=NC=C(C1)F)C(=O)N[C@@](C[Na])(CCCC)C (R)-2-(3-bromo-5-fluoropyridinecarboxamido)-2-methylhexyl-sodium sulfate